sulphoxylate S([O-])[O-]